C(#N)C1=C(N=C(S1)NC(=O)C1CCCC1)C1=CC=CC=C1 (1R,3S)-3-(5-CYANO-4-PHENYL-1,3-THIAZOL-2-YLCARBAMOYL)CYCLOPENTANE